(R)-2-amino-3-(2,4-dichlorophenyl)-1-(3-(pyridin-2-yl)azetidin-1-yl)propan-1-one N[C@@H](C(=O)N1CC(C1)C1=NC=CC=C1)CC1=C(C=C(C=C1)Cl)Cl